N=1N=CN(C1)C1=CC=CC=C1 4-(4H-1,2,4-triazole-4-yl)benzene